2,3-dimethyl-1,4,14-trioxo-7,10-dioxa-3,13-diazaoctadecan-18-oic acid CC(C=O)N(C(CCOCCOCCNC(CCCC(=O)O)=O)=O)C